(2R)-[5-[4-butoxy]phenyl]-2-hydroxy-pentanoic acid CCCCOC=1C=CC=C(C1)[C@@](C(=O)O)(CCC)O